O=C1N(C(CC1)=O)C(C(=O)[O-])CCC#CC=1C=NC(=NC1)S(=O)(=O)C 2,5-dioxopyrrolidin-1-yl-6-(2-(methylsulfonyl)pyrimidin-5-yl)hex-5-ynoate